3-(3-methoxy-4-(1-(6-methoxypyridin-3-yl)ethoxy)benzyl)-6-(6-methoxypyridin-3-yl)-3H-imidazo[4,5-b]pyridine Formate C(=O)O.COC=1C=C(CN2C=NC=3C2=NC=C(C3)C=3C=NC(=CC3)OC)C=CC1OC(C)C=1C=NC(=CC1)OC